C(C)(C)(C)OC(=O)N(C1=C2N=CN(C2=NC=N1)CC1=C(C=CC(=C1Br)F)N1C[C@](CC1)(C(=O)OC)NC(=O)OC(C)(C)C)C(=O)OC(C)(C)C methyl (R)-1-(2-((6-(bis(tert-butoxycarbonyl)amino)-9H-purin-9-yl)methyl)-3-bromo-4-fluorophenyl)-3-((tert-butoxycarbonyl)amino)pyrrolidine-3-carboxylate